4-{4-[6-(methoxymethyl)-1,3-benzooxazol-2-yl]-4-methylpiperidin-1-yl}-1-methyl-2-oxo-1,2-dihydroquinoline-3-carboxamide COCC1=CC2=C(N=C(O2)C2(CCN(CC2)C2=C(C(N(C3=CC=CC=C23)C)=O)C(=O)N)C)C=C1